OC[C@@H]1CN(CCO1)C=1OC2=C(C=C(C=C2C(C1)=O)C(=O)N(C)C)C=C 2-[(2S)-2-(hydroxymethyl)morpholin-4-yl]-N,N-dimethyl-4-oxo-8-vinyl-chromene-6-carboxamide